FC(C1=NN=C(S1)N1N=CC2=C(C=C(C=C12)S(=O)(=O)NC1(CC1)C#N)N1CCN(CC1)C(=O)C1CC1)F 1-[({1-[5-(difluoromethyl)(1,3,4-thiadiazol-2-yl)]-4-[4-(cyclopropylcarbonyl)piperazinyl]-1H-indazol-6-yl}sulfonyl)amino]cyclopropanecarbonitrile